Methyl 2-[4-(hydroxymethyl)-1-piperidyl]-6-[[6-(trifluoromethyl)pyridine-2-carbonyl]amino]-1,3-benzoxazole-5-carboxylate OCC1CCN(CC1)C=1OC2=C(N1)C=C(C(=C2)NC(=O)C2=NC(=CC=C2)C(F)(F)F)C(=O)OC